1,2-dimethylvinylene carbonate C1(OC(=C(C)O1)C)=O